N=C1NC=C(N=C1)C imino-5-methyl-pyrazine